FCC1(CC1)N1C(C(NCC1)=O)=O 1-(1-(fluoromethyl)cyclopropyl)piperazine-2,3-dione